NC(C)C1=C2C=CC=CC2=CC(=C1)Br 5-(1-aminoethyl)-7-bromonaphthalene